FC=1C=C(C=CC1F)C1=CC=C(N=N1)NCC1CC12CCN(CC2)CCC(C)(C)C 6-(3,4-difluorophenyl)-N-[[6-(3,3-dimethylbutyl)-6-azaspiro[2.5]octan-2-yl]methyl]pyridazin-3-amine